FC(C=1N=C(SC1)N1C[C@@H](CC1)CN1[C@H]([C@H]([C@@H]([C@H](C1)OCC1=CC=CC=C1)OCC1=CC=CC=C1)OCC1=CC=CC=C1)COCC1=CC=CC=C1)(F)F 4-(trifluoromethyl)-2-((S)-3-(((2S,3R,4R,5S)-3,4,5-tris(benzyloxy)-2-((benzyloxy)methyl)piperidin-1-yl)methyl)pyrrolidin-1-yl)thiazole